ClC1=C(OCCCCCOCCCOCC(=O)OCCCC)C(=CC(=C1)C(C)(C1=CC=C(C=C1)OCC1=NC(=NC=C1)S(=O)(=O)C)C)C#N butyl 2-(3-(5-(2-chloro-6-cyano-4-(1-methyl-1-(4-((2-methylsulfonylpyrimidin-4-yl)methoxy)phenyl)ethyl)phenoxy)pentoxy)propoxy)acetate